CC1N(C(C1)C)C(=O)[C@H]1CN(C)[C@@H]2CC3=CNC4=CC=CC(C2=C1)=C34 (2'S,4'S)-lysergic acid 2,4-dimethylazetidide